C(#N)C(CC1=CC2=C(S1)C=C(S2)C=2C=CC1=C(N(C(O1)=O)C)C2)NC(=O)[C@H]2OCC[C@@H](CN(C2)C(=O)OC(C)(C)C)OC tert-butyl (2S,6S)-2-({1-cyano-2-[5-(3-methyl-2-oxo-1,3-benzoxazol-5-yl)thieno[3,2-b]thiophen-2-yl]ethyl}carbamoyl)-6-methoxy-1,4-oxazocane-4-carboxylate